C(C)(C)N1[C@@H](CCC1)CC(=O)NC=1C=CC(=C(C1)NC(=O)C=1C=NN2C1C=NC(=C2)C=2C=NN(C2)C)C (S)-N-(5-(2-(1-isopropylpyrrolidin-2-yl)acetamido)-2-methylphenyl)-6-(1-methyl-1H-pyrazol-4-yl)pyrazolo[1,5-a]pyrazine-3-carboxamide